4-benzenedimethanthiol C1(=CC=C(C=C1)CS)CS